BrC=1C(=C(C=C(C1)C(F)(F)F)C1=CC(=C(C=C1)N1C(N(CC1)C)=O)Cl)OC 1-(3'-bromo-3-chloro-2'-methoxy-5'-(trifluoromethyl)-[1,1'-biphenyl]-4-yl)-3-methylimidazolidin-2-one